3-(6,7-difluoro-3-(1H-imidazol-1-yl)-5-methoxy-1-methyl-1H-indol-2-yl)-N,N-dimethyl-1H-1,2,4-triazole-5-carboxamide FC1=C(C=C2C(=C(N(C2=C1F)C)C1=NNC(=N1)C(=O)N(C)C)N1C=NC=C1)OC